tert-butyl 3-((4-(4-((trans-4-((5-(trifluoromethyl)pyridin-2-yl)amino)cyclohexyl)sulfonyl)phenyl)pyridin-2-yl)amino)azetidine-1-carboxylate FC(C=1C=CC(=NC1)N[C@@H]1CC[C@H](CC1)S(=O)(=O)C1=CC=C(C=C1)C1=CC(=NC=C1)NC1CN(C1)C(=O)OC(C)(C)C)(F)F